(4S)-4-((R)-tert-butylsulfinylamino)spiro[4,6-dihydro-cyclopenta[d]thiazole-5,4'-piperidine]-1'-carboxylic acid tert-butyl ester C(C)(C)(C)OC(=O)N1CCC2(CC1)CC1=C(N=CS1)[C@H]2N[S@](=O)C(C)(C)C